FC(C1=C(N=NC(=C1)NC1CC(C1)(C)O)C1=C(C=O)C=CC=C1OCOCC)F (4-difluoromethyl-6-(((cis)-3-hydroxy-3-methylcyclobutyl)amino)pyridazin-3-yl)-3-(ethoxymethoxy)benzaldehyde